3-(4-chlorophenyl)isoxazol ClC1=CC=C(C=C1)C1=NOC=C1